ClC1=CC=C(C=C1)SC1=CC(C=2C3=C(N=C(C2C1=O)CC)N(C(N(C3=O)C)=O)C)=O 8-((4-chlorophenyl)thio)-6-ethyl-2,4-dimethylpyrimido[4,5-c]isoquinoline-1,3,7,10(2H,4H)-tetraone